BrC1=C2C=CC(C2=CC=C1)[Si]([Si](C)(C)C1C=C(C=C1)CCCC)(C)C 1-(4-bromo-1H-inden-1-yl)-2-(3-butylcyclopenta-2,4-dien-1-yl)-1,1,2,2-tetramethyldisilane